3-(5-(4-((3-(methoxymethyl)azetidin-1-yl)methyl)-5-(trifluoromethyl)pyridin-2-yl)-1-oxoisoindolin-2-yl)piperidine-2,6-dione COCC1CN(C1)CC1=CC(=NC=C1C(F)(F)F)C=1C=C2CN(C(C2=CC1)=O)C1C(NC(CC1)=O)=O